3-chloro-N-(2-(2,6-dioxopiperidin-3-yl)-3-oxoisoindolin-5-yl)-4-fluorobenzenesulfonamide ClC=1C=C(C=CC1F)S(=O)(=O)NC=1C=C2C(N(CC2=CC1)C1C(NC(CC1)=O)=O)=O